3-[3-[4-(4-oxo-5-propyl-3H-imidazo[2,1-b]purin-2-yl)pyrazol-1-yl]prop-1-ynyl]benzoate O=C1C=2NC(=NC2N2C(N1CCC)=NC=C2)C=2C=NN(C2)CC#CC=2C=C(C(=O)[O-])C=CC2